5-chlorothiophene-2-sulfonylamino-N-(4-(morpholine-4-sulfonyl)phenyl)benzamide ClC1=CC=C(S1)S(=O)(=O)NC1=C(C(=O)NC2=CC=C(C=C2)S(=O)(=O)N2CCOCC2)C=CC=C1